NC1=NC(=C(C(=C1C#N)C=1C=C(C=CC1)C1=CC=C(C=C1)C)C#N)N1CCCCC1 2-Amino-4-(4'-methyl-[1,1'-biphenyl]-3-yl)-6-(piperidin-1-yl)pyridine-3,5-dinitrile